N1N=CC(=C1)C1=CC=C(C=C1)NC=1C2=C(N=C(N1)C1=CC=C3C=C(NC3=C1)C(=O)N1CCOCC1)C=CS2 (6-(4-((4-(1H-pyrazol-4-yl)phenyl)amino)thieno[3,2-d]pyrimidin-2-yl)-1H-indol-2-yl)(morpholino)methanone